1-(2-ethylbenzo[d]thiazol-6-yl)ethan-1-ol C(C)C=1SC2=C(N1)C=CC(=C2)C(C)O